F[C@@H]1[C@@]2(C[C@@H]([C@H](C[C@H]1OC1=CN=C(N=N1)C1=C(C=C(C=C1)N1C=NC=C1)O)N2)F)C 2-(6-(((1S,2R,3R,5S,6S)-2,6-difluoro-1-methyl-8-azabicyclo[3.2.1]octan-3-yl)oxy)-1,2,4-triazin-3-yl)-5-(1H-imidazol-1-yl)phenol